7-bromo-6-methyl-4-oxo-5H-pyrazolo[1,5-a]pyrazine-3-carboxylic acid ethyl ester C(C)OC(=O)C=1C=NN2C1C(NC(=C2Br)C)=O